C1(CC1)C1=NC(=CC(=C1)C1=C(C=C(C#N)C=C1)C1=NN=CN1C)N1C(C2=CC(=CC(=C2C1)C(F)(F)F)C=O)=O 4-{2-cyclopropyl-6-[6-formyl-1-oxo-4-(trifluoromethyl)-3H-isoindol-2-yl]pyridin-4-yl}-3-(4-methyl-1,2,4-triazol-3-yl)benzonitrile